3-((1S,3R)-3-((5,6,7,8-tetrahydro-1,8-naphthyridin-2-yl)methyl)cyclobutane-1-carboxamido)propionic acid N1=C(C=CC=2CCCNC12)CC1CC(C1)C(=O)NCCC(=O)O